BrC1=C(C=C(C=C1)C(F)(F)F)C(C(=O)OC)C#N methyl 2-(2-bromo-5-(trifluoromethyl) phenyl)-2-cyanoacetate